(4-hydroxybenzyl)-1H-imidazole-2-carboxylic acid ethyl ester C(C)OC(=O)C=1N(C=CN1)CC1=CC=C(C=C1)O